(R)-tert-butyl (1-(7-nitroquinazolin-4-yl)pyrrolidin-3-yl)carbamate [N+](=O)([O-])C1=CC=C2C(=NC=NC2=C1)N1C[C@@H](CC1)NC(OC(C)(C)C)=O